C(C)(C)(C)OC(=O)N([C@@H]1CN(CC12CC2)C=2N=CC(=NC2)C(=O)O)C (S)-5-(7-((tert-butoxycarbonyl)(methyl)amino)-5-azaspiro[2.4]Heptane-5-yl)pyrazine-2-carboxylic acid